N-((1-methylpiperidin-4-yl)methyl)pyrazine-2-carboxamide CN1CCC(CC1)CNC(=O)C1=NC=CN=C1